CC1C(C(CC(C1)C)=O)=O 3,5-dimethyl-cyclohexane-1,2-dione